N-((5-fluoro-2,3-dihydrobenzofuran-4-yl)methyl)-8-(pyrazolo[1,5-a]pyrimidin-3-yl)-[1,2,4]triazolo[4,3-c]pyrimidin-5-amine FC=1C=CC2=C(CCO2)C1CNC1=NC=C(C=2N1C=NN2)C=2C=NN1C2N=CC=C1